tert-butyl (2s)-2-((tert-butoxycarbonyl)amino)-4-(3-(4-(chlorosulfonyl)phenyl)-4,4,4-trifluorobutylsulfonimidoyl)butanoate C(C)(C)(C)OC(=O)N[C@H](C(=O)OC(C)(C)C)CCS(=O)(=N)CCC(C(F)(F)F)C1=CC=C(C=C1)S(=O)(=O)Cl